CN([C@@H]1CN(CC1)C1CCN(CC1)C1=C(C=C(C(=C1)OC)NC1=NC=NC(=C1)N1OCC[C@@H]1C1=C(C(=CC=C1)C)F)NC(C=C)=O)C N-(2-(4-((S)-3-(dimethylamino)pyrrolidine-1-yl)piperidine-1-yl)-5-((6-((R)-3-(2-fluoro-3-methylphenyl)isoxazolidine-2-yl)pyrimidine-4-yl)amino)-4-methoxyphenyl)acrylamide